C(C1=CC=CC=C1)N1CC(C(=O)O)=CC=C1 N-benzyl-nicotinic acid